2,2-dimethyl-3-(5-(5-(3-methylpyrazin-2-yl)-1,2,4-oxadiazol-3-yl)-1H-benzo[d][1,2,3]triazol-1-yl)propan-1-ol CC(CO)(CN1N=NC2=C1C=CC(=C2)C2=NOC(=N2)C2=NC=CN=C2C)C